N-ethyl-2-((5-(2-((3x-r,5s)-6-(ethyl-(methyl)amino)-5-hydroxy-2-methylhex-3-yl)-2,6-diazaspiro[3.4]oct-6-yl)-1,2,4-triazin-6-yl)oxy)-5-fluoro-N-isopropylbenzamide C(C)N(C(C1=C(C=CC(=C1)F)OC1=C(N=CN=N1)N1CC2(CN(C2)C(C(C)C)C[C@@H](CN(C)CC)O)CC1)=O)C(C)C